2,3-dihydroxypropyl eicosanoate C(CCCCCCCCCCCCCCCCCCC)(=O)OCC(CO)O